N-(3-pyridyl)-2-[4-(trifluoromethoxy)-phenoxy]-5-(tri-fluoromethyl)pyridine-3-carboxamide N1=CC(=CC=C1)NC(=O)C=1C(=NC=C(C1)C(F)(F)F)OC1=CC=C(C=C1)OC(F)(F)F